C(C)(C)(C)OC(=O)N1CCC2(CC1)C(C1=CC(=CC=C1C2)OC)=O 6-methoxy-1-oxo-1,3-dihydrospiro[indene-2,4'-piperidine]-1'-carboxylic acid tert-butyl ester